Allyl (6aS)-2-hydroxy-3-(4-((4-methoxybenzyl)oxy)-4-oxobutoxy)-12-oxo-6-((tetrahydro-2H-pyran-2-yl)oxy)-6,6a,7,8,9,10-hexahydrobenzo[e]pyrido[1,2-a][1,4]diazepine-5(12H)-carboxylate OC1=CC2=C(N(C([C@H]3N(C2=O)CCCC3)OC3OCCCC3)C(=O)OCC=C)C=C1OCCCC(=O)OCC1=CC=C(C=C1)OC